CCCCC/C=C\C/C=C\CCCCCCCCCCCC(=O)O[C@H](COC(=O)CCC/C=C\C/C=C\C/C=C\C/C=C\C/C=C\CC)COP(=O)(O)OC[C@@H](C(=O)O)N 1-(5Z,8Z,11Z,14Z,17Z-eicosapentaenoyl)-2-(13Z,16Z-docosadienoyl)-glycero-3-phosphoserine